C(C)(C)(C)OC(=O)N1CCN(CC1)CC(=O)OCC.C(C)OC(CN1CCNCC1)=O.CC=1C(C(CCC1)(C)C)CCC(C)=O 4-(2,6,6-trimethylcyclohex-2-en-1-yl)butan-2-one ethyl-2-(piperazin-1-yl)acetate Tert-butyl-4-(2-ethoxy-2-oxoethyl)piperazine-1-carboxylate